2-propanamidovaleramide C(CC)(=O)NC(C(=O)N)CCC